CC1C(OCCC1)C(=O)[O-] 3-methyltetrahydro-2H-pyran-2-carboxylate